FC(OCCOC1=CC(=C(C=C1)NC1=CC=NC2=CC(=CC=C12)C=1C=NN(C1)C)OC)F N-(4-(2-(difluoromethoxy)ethoxy)-2-methoxyphenyl)-7-(1-methyl-1H-pyrazol-4-yl)quinolin-4-amine